oestrandiol C1CCC2CC[C@@H]3[C@@H]([C@H]2C1)CC[C@]4([C@H]3CCC4)C(O)O